ClC=1C=C(C=2CC[C@H](C2C1)O)S(=O)(=O)NC1=C(C(=CC=C1)C=1C=C2C=NC(=NC2=CC1)NC1CCN(CC1)C)F (R)-6-chloro-N-(2-fluoro-3-(2-((1-methylpiperidin-4-yl)amino)quinazolin-6-yl)phenyl)-1-hydroxy-2,3-dihydro-1H-indene-4-sulfonamide